5-chloro-2-[3-chloro-2-[3-(difluoromethyl)-5-isoxazolyl]phenoxy]-pyrimidine ClC=1C=NC(=NC1)OC1=C(C(=CC=C1)Cl)C1=CC(=NO1)C(F)F